C(C)OC=1C(C(C1NC)=O)=O 3-ethoxy-4-(methylamino)cyclobut-3-en-1,2-dione